tert-butyl (S)-2,4-dimethyl-5-oxopiperazine-1-carboxylate C[C@@H]1N(CC(N(C1)C)=O)C(=O)OC(C)(C)C